OC(C)(C)C1=CC=CC(=N1)NC=1C2=C(N=C(N1)NC1=CC=C(C=C1)N1CCN(CC1)C)SC=C2C(=O)N 4-((6-(2-hydroxypropan-2-yl)pyridin-2-yl)amino)-2-((4-(4-methylpiperazin-1-yl)phenyl)amino)thieno[2,3-d]pyrimidine-5-carboxamide